ClC1=CNC=2N=C(N=C(C21)N[C@H]2CN(CCC2)C(C=C)=O)NC=2C=NN(C2)C(F)F (R)-1-(3-(5-chloro-2-(1-(difluoromethyl)-1H-pyrazol-4-ylamino)-7H-pyrrolo[2,3-d]pyrimidin-4-ylamino)piperidin-1-yl)prop-2-en-1-one